4-cyano-4'-hexylbiphenyl C(#N)C1=CC=C(C=C1)C1=CC=C(C=C1)CCCCCC